O=S1(C(CCC1)CC=1C(=NC=C(C#N)C1)C)=O 5-((1,1-dioxidotetrahydrothiophen-2-yl)methyl)-6-methylnicotinonitrile